ClC1=NC(=CC(=C1)[C@H]1[C@@H](N(CCO1)C(=O)OC(C)(C)C)COC)C1=NC=NC(=C1)C(NC)=O trans-tert-butyl 2-(2-chloro-6-(6-(methylcarbamoyl)pyrimidin-4-yl)pyridin-4-yl)-3-(methoxy-methyl)morpholine-4-carboxylate